C(C)(C)(C)C1=CC(=CC(=C1)C(C)(C)C)C(C)(C)C 1,3,5-tritertbutylbenzene